CN(C(C1=C(C=CC=C1)C(F)(F)F)=O)[C@H](CN1CCCC1)C(C)C (S)-N-Methyl-N-(3-methyl-1-(pyrrolidin-1-yl)butan-2-yl)-2-(trifluoromethyl)benzamide